[Si](C1=CC=CC=C1)(C1=CC=CC=C1)(C(C)(C)C)OC[C@]12CCCN2CC2(C1)C(C2)(F)F (7a'S)-7a'-(((tert-butyldiphenylsilyl)oxy)methyl)-2,2-difluorotetrahydro-1'H,3'H-spiro[cyclopropane-1,2'-pyrrolizine]